(3,6,9-trioxaundec-1,11-diyl)bismaleimide C(COCCOCCOCCC=1C(=O)NC(C1)=O)C=1C(=O)NC(C1)=O